(3aR,5aS,9aS,9bS)-5a-hydroxy-3-methyl-1,3a,5,5a,6,7,8,9,9a,9b-decahydro-4H-cyclopenta[a]naphthalen-4-one O[C@]12CC([C@@H]3[C@H]([C@@H]2CCCC1)CC=C3C)=O